3-Hydroxybutyl acrylate C(C=C)(=O)OCCC(C)O